tert-butyl 6-acetoxy-3,3-dimethylazepine-1-carboxylate C(C)(=O)OC=1C=CC(CN(C1)C(=O)OC(C)(C)C)(C)C